N1-(azetidin-3-yl)-N4-(3-cyano-4-methyl-1H-indol-7-yl)-N1-methyl-benzene-1,4-disulfonamide methyl-4-(1H-imidazolylmethyl)-benzoate COC(C1=CC=C(C=C1)CN1C=NC=C1)=O.N1CC(C1)N(S(=O)(=O)C1=CC=C(C=C1)S(=O)(=O)NC=1C=CC(=C2C(=CNC12)C#N)C)C